FC1(CCC(CC1)N1N=C(C=CC1=O)C=1C=NN(C1)C1=C(C=C(C=C1)[N+](=O)[O-])N1CCC2(CC2)CC1)F 2-(4,4-difluorocyclohexyl)-6-(1-(4-nitro-2-(6-azaspiro[2.5]oct-6-yl)phenyl)-1H-pyrazol-4-yl)pyridazin-3(2H)-one